tert-butyl (R)-(1-(3-((diphenylmethylene)amino)-5-fluorophenyl)ethyl)carbamate C1(=CC=CC=C1)C(C1=CC=CC=C1)=NC=1C=C(C=C(C1)F)[C@@H](C)NC(OC(C)(C)C)=O